The molecule is the conjugate base of 5-hydroxyisouric acid. It is a urate(1-) and an oxopurine. It is a conjugate base of a 5-hydroxyisouric acid. C12=NC(=NC1(C(=O)NC(=O)N2)O)[O-]